ethyl-2-(2-Chloroethoxy)acetate C(C)OC(COCCCl)=O